CS(=O)(=O)C1=CC=C(C=C1)C1N2C(C3=CC=CC=C13)=CN=C2 5-(4-(methylsulfonyl)phenyl)-5H-imidazo[5,1-a]isoindole